C(C)NC(NC1=NC=C2C=C(C=3N(C2=C1)C=CN3)C=3C=NC(=CC3C)[C@H](CC)O)=O 3-ethyl-1-(4-{6-[(1S)-1-hydroxypropyl]-4-methylpyridin-3-yl}imidazo[1,2-a]1,6-naphthyridin-8-yl)urea